N-(3-(di(oct-7-en-1-yl)amino)-4-methoxyphenyl)acetamide C(CCCCCC=C)N(C=1C=C(C=CC1OC)NC(C)=O)CCCCCCC=C